1-((2R,4R)-1-(3-methoxy-1H-pyrazolo[3,4-b]pyridin-5-yl)-2-methylpiperidin-4-yl)-1-methyl-3-(1-methyl-2-oxo-5-(trifluoromethyl)-1,2-dihydropyridin-3-yl)urea COC1=NNC2=NC=C(C=C21)N2[C@@H](C[C@@H](CC2)N(C(=O)NC=2C(N(C=C(C2)C(F)(F)F)C)=O)C)C